C(C1CO1)OCCC[Si](OCCCC)(C)CCCOCC1CO1 bis(γ-glycidoxypropyl)methylbutoxysilane